C(#N)[C@H](CC1=CC=C(C=C1)C=1C=CC2=C(N(C(O2)=O)C([2H])([2H])[2H])C1)NC(=O)[C@H]1OCCCNC1 (S)-N-((S)-1-cyano-2-(4-(3-(methyl-d3)-2-oxo-2,3-dihydrobenzo[d]oxazol-5-yl)phenyl)ethyl)-1,4-oxazepane-2-carboxamide